COC1=CC=C(C(=O)N2N=C(/C(/C2=O)=N\NC2=CC=C(C=C2)S(=O)(=O)NC2=NC=CC=N2)C)C=C1 (E)-4-(2-(1-(4-methoxybenzoyl)-3-methyl-5-oxo-1H-pyrazol-4(5H)-ylidene)hydrazinyl)-N-(pyrimidin-2-yl)benzenesulfonamide